P(OCC1=CC(=C(C(=C1)C(C)(C)C)O)C(C)(C)C)(OCC1=CC(=C(C(=C1)C(C)(C)C)O)C(C)(C)C)=O bis(3,5-di-tert-butyl-4-hydroxybenzyl) phosphonate